n-dodecyltrimethoxy-silane C(CCCCCCCCCCC)[Si](OC)(OC)OC